4-((hydroxyamino)methyl)-N-(4-(tetrahydro-2H-pyran-4-yl)phenyl)aniline ONCC1=CC=C(NC2=CC=C(C=C2)C2CCOCC2)C=C1